C(C)(C)(C)OC(=O)N1CC(CC1)CCN(CCCCCCCCCCCCCC)CCCCCC(=O)OCCCCCCC tert-Butyl-3-(2-((6-(heptyloxy)-6-oxohexyl)(tetradecyl)amino)ethyl)pyrrolidine-1-carboxylate